N1(CCCCC1)C(=O)\N=N\C(=O)N1CCCCC1 (NE)-N-(piperidine-1-carbonylimino)piperidine-1-carboxamide